COC1=CC=CC2=C1NC(=N2)NC=2OC(=NN2)C2=CC=C(C=C2)OC N-(7-methoxy-1H-benzo[d]imidazol-2-yl)-5-(4-methoxyphenyl)-1,3,4-oxadiazol-2-amine